ClC1=C2CCN(CC2=CC(=C1C(=O)N[C@H](C(=O)O)CNC(=O)N[C@@H]1CCC2=CC=CC=C12)Cl)S(=O)(=O)C1=CC=CC=C1 (S)-2-(5,7-dichloro-2-(phenylsulfonyl)-1,2,3,4-tetrahydroisoquinoline-6-carboxamido)-3-(3-((R)-2,3-dihydro-1H-inden-1-yl)ureido)propanoic acid